CC(C(=O)OCC(C)(C1=CC(=CC=C1)OC(F)(F)F)NC1=NC2=C(N1)C=CC=C2CNC(NC)=O)(C)C 2-[(4-{[(methylcarbamoyl)amino]methyl}-1H-1,3-benzodiazol-2-yl)amino]-2-[3-(trifluoromethoxy)phenyl]propyl 2,2-dimethylpropanoate